COC(C([C@H](C)O)=C)=O.C1(=CC=CC=C1)C=1C=NC=C(C1)[C@H](C=C)C1=CC=CC=C1 (R)-3-phenyl-5-(1-phenylallyl)pyridine (S)-Methyl-3-hydroxy-2-methylenbutanoat